C[C@H]1[C@H](N(C[C@H](O1)C)C(=O)OC(C)(C)C)C([2H])([2H])NC1=NC=C(C=C1)C(F)(F)F tert-Butyl (2S,3R,6R)-2,6-dimethyl-3-(((5-(trifluoromethyl)pyridin-2-yl)amino)methyl-d2)morpholine-4-carboxylate